FC1(C2(C(C(C(C1(F)F)(F)F)(C2(F)F)F)(C(F)(F)F)C(F)(F)F)OB(OC21C(C(C(C(C2(C(F)(F)F)C(F)(F)F)(C1(F)F)F)(F)F)(F)F)(C(F)(F)F)F)[O-])C(F)(F)F.[Li+].CO[C@H]1[C@@H](OC2=CC=CC(=C2C1=O)OCOC)C1=CC(=C(C=C1)OC)OCOC (trans)-3-methoxy-2-(4-methoxy-3-(methoxymethoxy)phenyl)-5-(methoxymethoxy)chroman-4-one lithium bis(perfluoropinanyl)borate